ethyl 3-[(3-chlorophenyl)carbamoyl]-4,5-dihydro-1,2-oxazole-5-carboxylate ClC=1C=C(C=CC1)NC(=O)C1=NOC(C1)C(=O)OCC